(R)-4-(2-fluoro-4-methoxyphenyl)-N-(1-methylpiperidin-3-yl)phthalazin-1-amine FC1=C(C=CC(=C1)OC)C1=NN=C(C2=CC=CC=C12)N[C@H]1CN(CCC1)C